ethyl 2-[[2,2-dideuterio-2-[3,5-difluoro-2-(1,1,2,2,2-pentadeuterioethyl)phenoxy] acetyl]-[(2-fluoro-4-sulfamoyl-phenyl)methyl]amino]acetate [2H]C(C(=O)N(CC(=O)OCC)CC1=C(C=C(C=C1)S(N)(=O)=O)F)(OC1=C(C(=CC(=C1)F)F)C(C([2H])([2H])[2H])([2H])[2H])[2H]